FC(C=1C(=C(C=CC1)[C@@H](C)NC=1C2=C(N=C(N1)C)N=C(C(=C2)N2CCN(CC2)C(C)C)OCCOC)F)F (R)-N-(1-(3-(difluoromethyl)-2-fluorophenyl)ethyl)-6-(4-isopropylpiperazin-1-yl)-7-(2-methoxyethoxy)-2-methylpyrido[2,3-d]pyrimidin-4-amine